pyrazolo[1,5-a]pyridine-4-carboxamide N1=CC=C2N1C=CC=C2C(=O)N